FC=1C=C(C=CC1F)NC(=O)N1CC=2N(CC1)C=NC2C(=O)N[C@@H](C(F)(F)F)C (R)-N7-(3,4-difluorophenyl)-N1-(1,1,1-trifluoropropan-2-yl)-5,6-dihydroimidazo[1,5-a]Pyrazine-1,7(8H)-dicarboxamide